NCC(CCCCCCCN)N 1-(aminomethyl)octane-1,8-diamine